4-cyano-2-((2-fluoro-4-iodophenyl)amino)benzoic acid 3-hydroxycyclobutyl ester OC1CC(C1)OC(C1=C(C=C(C=C1)C#N)NC1=C(C=C(C=C1)I)F)=O